2-(di-t-butylphosphino)-1-phenyl-indole C(C)(C)(C)P(C=1N(C2=CC=CC=C2C1)C1=CC=CC=C1)C(C)(C)C